diisopropoxytitanium ethyl-acetoacetate C(C)OC(CC(=O)C)=O.C(C)(C)O[Ti]OC(C)C